FC([C@H](C)NN)(F)F [(1S)-2,2,2-trifluoro-1-methyl-ethyl]hydrazine